ClC=1C=2C(=CNC2C2=C(C1)CN(S(N2)(=O)=O)CCNC)Cl 6,7-dichloro-3-(2-(methylamino)ethyl)-1,3,4,9-tetrahydro-[1,2,6]thiadiazino[4,3-g]indole 2,2-dioxide